CCCCCCCCCCCCCC=CCCCCC 14-eicosen